{1-[3-(Phenyl)-adamantan-1-yl]-ethyl}-pyridin-4-ylmethyl-amine C1(=CC=CC=C1)C12CC3(CC(CC(C1)C3)C2)C(C)NCC2=CC=NC=C2